ClC1=NC=C(C(=N1)NC=1C=C2C=C(C(N(C2=CC1)C)=O)OCC(=O)NC)Cl 2-([6-[(2,5-dichloropyrimidin-4-yl)amino]-1-methyl-2-oxoquinolin-3-yl]oxy)-N-methylacetamide